6-((3-(3-chloro-2-methylphenyl)azetidin-3-yl)amino)-3,3-dimethyl-1H-indol-2-one ClC=1C(=C(C=CC1)C1(CNC1)NC1=CC=C2C(C(NC2=C1)=O)(C)C)C